(R)-2-[N-[4-Amino-5-(4-fluorobenzoyl)thiazol-2-yl]-4-(trifluoromethoxy)anilino]propanamid NC=1N=C(SC1C(C1=CC=C(C=C1)F)=O)N(C1=CC=C(C=C1)OC(F)(F)F)[C@@H](C(=O)N)C